tert-butyl (2-((2,3-dihydro-1H-inden-2-yl)carbamoyl)-6-((2-fluorophenyl)amino)pyridin-4-yl)carbamate C1C(CC2=CC=CC=C12)NC(=O)C1=NC(=CC(=C1)NC(OC(C)(C)C)=O)NC1=C(C=CC=C1)F